6-(4-amino-7-methyl-5-(4-((4-methylpyrimidin-2-yl)oxy)phenyl)-7H-pyrrolo[2,3-d]pyrimidin-6-yl)-2-methylene-3,4-dihydronaphthalen-1(2H)-one NC=1C2=C(N=CN1)N(C(=C2C2=CC=C(C=C2)OC2=NC=CC(=N2)C)C=2C=C1CCC(C(C1=CC2)=O)=C)C